C(#N)C=1C=NN2C1C(=CC(=C2)C=2C=NN(C2)C2CCN(CC2)C(=O)C2=CC=C(C=C2)N(C(C=C)=O)C)OC N-(4-(4-(4-(3-cyano-4-methoxypyrazolo[1,5-a]pyridin-6-yl)-1H-pyrazol-1-yl)piperidine-1-carbonyl)phenyl)-N-methylacrylamide